C1(=CC=CC=C1)C1=NN(C=C1OC1=CC=C(C=C1)S(N)(=O)=O)C=1SC=C(N1)C(=O)O 2-(3-phenyl-4-(4-sulfamoylphenoxy)-1H-pyrazol-1-yl)thiazole-4-carboxylic acid